C1(=CC=C(C=C1)OCC1=CC=C(C=N1)C=1OC(=NN1)C(F)F)C1=CC=CC=C1 (6-(([1,1'-biphenyl]-4-yloxy)methyl)pyridin-3-yl)-5-(difluoromethyl)-1,3,4-oxadiazole